(R)-N-(1-methyl-1H-indazol-7-yl)-1-(4-(1-(pyrrolidin-1-yl)ethyl)pyridin-2-yl)-1H-pyrazole-4-sulfonamide CN1N=CC2=CC=CC(=C12)NS(=O)(=O)C=1C=NN(C1)C1=NC=CC(=C1)[C@@H](C)N1CCCC1